(7R)-2-[4-(4-hydroxyphenoxy)phenyl]-7-[4-(prop-2-enoyl)piperazin-1-yl]-4,5,6,7-tetrahydro-2H-pyrazolo[4,3-b]pyridine-3-carboxamide OC1=CC=C(OC2=CC=C(C=C2)N2N=C3C(NCC[C@H]3N3CCN(CC3)C(C=C)=O)=C2C(=O)N)C=C1